ClC=1C(N(C(=CC1O)C)C1=CC(=NC=C1C)N1N=C(C=C1)C(C)(C)O)=O 3-chloro-4-hydroxy-2'-(3-(2-hydroxypropan-2-yl)-1H-pyrazol-1-yl)-5',6-dimethyl-2H-[1,4'-bipyridin]-2-one